FC(C=1C(NC=2C=C(C=NC2C1)C(=O)OCC)=O)F ethyl 7-(difluoromethyl)-6-oxo-5H-1,5-naphthyridine-3-carboxylate